C(C)OC(C(C)(C)C1=CC(=CC=C1)C1=NC=C(N=C1)OCCCOC)=O.CN1N=NN=C1C1=C(C(=O)N)C=CC=N1 (1-methyl-1H-tetrazol-5-yl)nicotinamide ethyl-2-(3-(5-(3-methoxypropoxy)pyrazin-2-yl)phenyl)-2-methylpropionate